2,5-di(pyridine-4-yl)thieno[3,2-b]thiophene N1=CC=C(C=C1)C1=CC2=C(S1)C=C(S2)C2=CC=NC=C2